4-{(3S,5aR,6R,7R,8aS)-7-hydroxy-6-[(1E,3R)-3-hydroxy-4-(4-methoxyphenoxy)-1-buten-1-yl]octahydro-2H-cyclopenta[b]oxepin-3-yl}butanoic acid O[C@H]1[C@@H]([C@@H]2[C@@H](OC[C@H](CC2)CCCC(=O)O)C1)\C=C\[C@H](COC1=CC=C(C=C1)OC)O